3-((tert-butyldimethylsilyl)oxy)-5-((2-octyldodecyl)oxy)-5-oxopentanoic acid [Si](C)(C)(C(C)(C)C)OC(CC(=O)O)CC(=O)OCC(CCCCCCCCCC)CCCCCCCC